N[C@H]1CN(CC[C@H]1F)C=1C(=CC(=NC1)C1=C(C=CC=C1)F)CN1C2=NC=NC(=C2N=C1)N 9-((5-((3S,4R)-3-amino-4-fluoropiperidin-1-yl)-2-(2-fluorophenyl)pyridin-4-yl)methyl)-9H-purin-6-amine